2-bromo-5-((2-(trimethylsilyl)ethoxy)methyl)-5H-pyrrolo[2,3-b]pyrazine BrC=1N=C2C(=NC1)N(C=C2)COCC[Si](C)(C)C